BrC1=C(C=C(C=C1)N1N=NC=C1C)OC 1-(4-bromo-3-methoxy-phenyl)-5-methyl-triazole